ClC1=CC(=C(N[C@H](C)C=2C=C(C=C3C(C(=COC23)C)=O)C)C=C1)C=1C=CC2=C(C=NOB2O)C1 8-[(1R)-1-[4-chloro-2-(1-hydroxy-2,3,1-benzoxazaborinin-6-yl)anilino]ethyl]-3,6-dimethyl-chromen-4-one